CON(C=O)OC dimethoxyformamide